1-(3-(aminomethyl)phenyl)-N-(5-(3-cyclopropyl-1-(2,5-dioxopyrrolidin-1-yl)propyl)-2-fluorophenyl)-3-(trifluoromethyl)-1H-pyrazole-5-carboxamide NCC=1C=C(C=CC1)N1N=C(C=C1C(=O)NC1=C(C=CC(=C1)C(CCC1CC1)N1C(CCC1=O)=O)F)C(F)(F)F